6-fluoro-N~2~-[6-fluoro-2-(propan-2-yl)-1,2,3,4-tetrahydroisoquinolin-7-yl]-7-(8-methyl-2,3-dihydro-1H-pyrido[2,3-b][1,4]oxazin-7-yl)quinazoline-2,5-diamine FC1=C(C=2C=NC(=NC2C=C1C1=C(C2=C(OCCN2)N=C1)C)NC1=C(C=C2CCN(CC2=C1)C(C)C)F)N